N[C@@H](C(=O)OC)CNC(=O)C1=CC2=NC=CC(=C2S1)OC(C)C methyl (R)-2-amino-3-(7-isopropoxythieno[3,2-b]pyridine-2-carboxamido)propanoate